methyl 4-chloro-6-oxo-1,6-dihydropyrimidine-5-carboxylate ClC=1N=CNC(C1C(=O)OC)=O